C1(=CC=CC=C1)S(=O)(=O)N1C=CC=2C1=NC=C1C2N(C(=N1)C=1SC=CC1)C=1C=NN(C1)C1(CNC1)CC#N 2-(3-(4-(6-(benzenesulfonyl)-2-(thiophen-2-yl)imidazo[4,5-d]pyrrolo[2,3-b]pyridin-1(6H)-yl)-1H-pyrazol-1-yl)azetidin-3-yl)acetonitrile